4-(5-((4R,5R)-4,5-diphenyl-1-tosylimidazolidin-2-yl)furan-2-yl)benzoic acid C1(=CC=CC=C1)[C@H]1NC(N([C@@H]1C1=CC=CC=C1)S(=O)(=O)C1=CC=C(C)C=C1)C1=CC=C(O1)C1=CC=C(C(=O)O)C=C1